C(#N)C=1C=NN2C1C(=CC(=C2)OCC(C)(C)O)C=2C=CC(=NC2)C=2CN(CC2)C(=O)OC(C)(C)C tert-butyl 3-(5-(3-cyano-6-(2-hydroxy-2-methylpropoxy) pyrazolo[1,5-a]pyridin-4-yl) pyridin-2-yl)-2,5-dihydro-1H-pyrrole-1-carboxylate